CC1=NOC(=C1C=1C=CC(=NC1F)N)C 5-(3,5-dimethylisoxazol-4-yl)-6-fluoro-pyridin-2-amine